manganese (II) propanesulfonate C(CC)S(=O)(=O)[O-].[Mn+2].C(CC)S(=O)(=O)[O-]